N-(6-bromo-5-fluoro-2-methoxy-3-pyridyl)-N-tert-butoxycarbonyl-carbamic acid tert-butyl ester C(C)(C)(C)OC(N(C(=O)OC(C)(C)C)C=1C(=NC(=C(C1)F)Br)OC)=O